7-benzyl-1,1-difluoro-4-oxa-7-azaspiro[2.5]Octane-6-carboxylic acid methyl ester COC(=O)C1COC2(CC2(F)F)CN1CC1=CC=CC=C1